2-(2-Ethyl-5-methylcyclohexyl)-5-pentylbenzene-1,3-diol C(C)C1C(CC(CC1)C)C1=C(C=C(C=C1O)CCCCC)O